ClC1=CC=C2C(=NC(N(C2=C1)C1=CC=CC=C1)=O)N[C@@H]1COCC1 (S)-7-chloro-1-phenyl-4-((tetrahydro-furan-3-yl)amino)-quinazolin-2(1H)-one